FC1=CC(=C(C=C1)N1CN(C(C2=CC(=CC=C12)C(F)(F)F)=O)C=1C=CN=[N+](C1)[O-])C 5-(1-(4-fluoro-2-methylphenyl)-4-oxo-6-(trifluoromethyl)-1,4-dihydroquinazolin-3(2H)-yl)pyridazin 1-oxide